CC(CCC(=O)O)(CCOC1=C(C=CC=C1)CN1C(=NC2=C1C=CC=C2)C2=CC=C(C=C2)OC(F)(F)F)C 4,4-Dimethyl-6-(2-((2-(4-(trifluoromethoxy)phenyl)-1H-benzo[d]imidazol-1-yl)methyl)phenoxy)hexanoic acid